CC(CCC(=O)OCC)(C)C ethyl 4,4-dimethylvalerate